5,6,7,8-Tetrahydropyrazolo[5,1-b][1,3]Oxazepine-3-Carboxylic Acid N1=CC(=C2OCCCCN21)C(=O)O